n-undecyl 2-octyldodecanoate C(CCCCCCC)C(C(=O)OCCCCCCCCCCC)CCCCCCCCCC